(R)-2-((6-(dimethylamino)pyrimidin-4-yl)amino)-4-(((R)-2-methoxypropyl)(4-(5,6,7,8-tetrahydro-1,8-naphthyridin-2-yl)butyl)amino)butanoic acid CN(C1=CC(=NC=N1)N[C@@H](C(=O)O)CCN(CCCCC1=NC=2NCCCC2C=C1)C[C@@H](C)OC)C